7-carboxyl-2(R,S)-fluorocaprylate C(=O)(O)C(CCCC[C@H](C(=O)[O-])F)C |r|